CCCC\C=C/CCCCCCCC Z-5-tetradecene